5-azaspiro[2.4]heptan-7-yl-(1S)-1-(4-fluorophenyl)-3,4-dihydroisoquinoline-2(1H)-carboxylate C1CC12CNCC2OC(=O)N2[C@H](C1=CC=CC=C1CC2)C2=CC=C(C=C2)F